ClC=1C(=NC(=NC1)NC1CCOCC1)C1=CC=C2CN(C(C2=C1)=O)CC(=O)N(C)[C@H](CO)C1=CC=CC=C1 2-(6-{5-chloro-2-[(oxan-4-yl)amino]pyrimidin-4-yl}-1-oxo-2,3-dihydro-1H-isoindol-2-yl)-N-[(1S)-2-hydroxy-1-phenylethyl]-N-methylacetamide